NC1=CC=C(C=C1)[C@@H]1CC(N(C1)C)=O (S)-4-(4-aminophenyl)-1-methyl-pyrrolidin-2-one